3,3,3-trifluoro-2-(4-(methyl-d3)-3-(4,4,5,5-tetramethyl-1,3,2-dioxaborolan-2-yl)phenyl)propane-1,2-diol FC(C(CO)(O)C1=CC(=C(C=C1)C([2H])([2H])[2H])B1OC(C(O1)(C)C)(C)C)(F)F